CN(CCCC(=O)OCCN1CC(OC(C1)CCCCCC\C=C/CCCCCCCC)CCCCCC(=O)OC(CCCCCCCC)CCCCCCCC)C heptadecan-9-yl (Z)-6-(4-(2-((4-(dimethylamino)butanoyl)oxy)ethyl)-6-(hexadec-7-en-1-yl)morpholin-2-yl)hexanoate